2-(6-(2-chloro-8-methyl-9H-purine-9-yl)pyridin-2-yl)propan-2-ol ClC1=NC=C2N=C(N(C2=N1)C1=CC=CC(=N1)C(C)(C)O)C